2-(1H-pyrrolo[2,3-b]pyridin-5-yloxy)-4-(4-((2-(3-(1,1-difluoroethyl)bicyclo[1.1.1]pentan-1-yl)-4,4-dimethylcyclohex-1-enyl)methyl)piperazin-1-yl)benzoic acid N1C=CC=2C1=NC=C(C2)OC2=C(C(=O)O)C=CC(=C2)N2CCN(CC2)CC2=C(CC(CC2)(C)C)C21CC(C2)(C1)C(C)(F)F